3,3'-Iminobis(5-methylsulfanyl-1,2,4-triazole) N(C1=NNC(=N1)SC)C1=NNC(=N1)SC